9H-pyrido[3,4-b]indol C1=NC=CC2=C1NC1=CC=CC=C21